NC1=NNC=C1C(=O)O 3-Aminopyrazole-4-carboxylic acid